COC(=O)C=1C=C(N(C1)C)C1=CC=C(C=N1)C=1CCN(CC1)C(=O)OC(C)(C)C tert-butyl 6-[4-(methoxycarbonyl)-1-methylpyrrol-2-yl]-3',6'-dihydro-2'H-[3,4'-bipyridine]-1'-carboxylate